COC(C=CC1=CC(=C(C=C1)Br)Cl)=O 3-(4-bromo-3-chlorophenyl)acrylic acid methyl ester